2,6-diphenyl-3,5-dibenzoyl-1,4-dihydropyridine C1(=CC=CC=C1)C=1NC(=C(CC1C(C1=CC=CC=C1)=O)C(C1=CC=CC=C1)=O)C1=CC=CC=C1